dimethyl-pimelic acid di-hydrochloride Cl.Cl.CC(CCC(=O)O)(CCC(=O)O)C